[N+](=[N-])=CC(CC[C@@H](C(=O)OC(C)C)NC([C@@H](C1=NC=C(C=C1)OC)O)=O)=O isopropyl (S)-6-diazo-2-((R)-2-hydroxy-2-(5-methoxypyridin-2-yl)acetamido)-5-oxohexanoate